(1S,4R)-1-(methyl-d3)-4-(prop-1-en-2-yl)cyclohex-2-en-1-ol C([C@]1(C=C[C@@H](CC1)C(=C)C)O)([2H])([2H])[2H]